2-(2-(azepan-1-yl)acetamido)-N,N,3-trimethylbenzamide N1(CCCCCC1)CC(=O)NC1=C(C(=O)N(C)C)C=CC=C1C